C(C1=CC=CC=C1)OC(=O)N[C@H](C)[C@@H]1CCC(C(O1)O[C@H]1[C@@H]([C@H]([C@@H](C[C@@H]1N=[N+]=[N-])N=[N+]=[N-])OC(C)=O)OC(C)=O)CC(=O)[O-] [(6S)-6-[(1R)-1-(benzyloxycarbonylamino)ethyl]-2-[(1R,2S,3S,4R,6S)-2,3-diacetoxy-4,6-diazido-cyclohexoxy]tetrahydropyran-3-yl]acetate